BrC1=C(C=C(C=C1)C(C(=O)N)(C)C)F 2-(4-bromo-3-fluorophenyl)-2-methylpropanamide